ClC=1C=NN(C1C=1C=CC(=NC1)N)C 5-(4-chloro-1-methyl-1H-pyrazol-5-yl)pyridin-2-amine